O1CCC(=CC1)C1=CC2=C(N=C(N=C2)C)N(C1=O)C 6-(3,6-dihydro-2H-pyran-4-yl)-2,8-dimethyl-pyrido[2,3-d]Pyrimidin-7-one